CN1C(=CC=C1)C(=O)N 1-methyl-1H-pyrrol-2-carboxamide